(5S)-2-(4-fluoro-3-methoxyphenyl)-5-phenyl-2,5,6,7-tetrahydro-3H-pyrrolo[2,1-c][1,2,4]triazol-3-one FC1=C(C=C(C=C1)N1N=C2N(C1=O)[C@@H](CC2)C2=CC=CC=C2)OC